1-[3-[4-(3,4-Dichloro-2-fluoro-anilino)quinazolin-6-yl]imidazolidin-1-yl]prop-2-en-1-one ClC=1C(=C(NC2=NC=NC3=CC=C(C=C23)N2CN(CC2)C(C=C)=O)C=CC1Cl)F